C(C)(C)(C)N(N)C(=O)O.N(N)C(=O)OC(C)(C)C tert-butyl hydrazinecarboxylate (tert-butyl hydrazinecarboxylate)